NC1=C(C=CC=C1)NCCC(=O)N(C)C 3-(2-amino-phenylamino)-N,N-dimethyl-propionamide